methyl 4-formyl-2,2,6,6-tetramethylcyclohexane-1-carboxylate C(=O)C1CC(C(C(C1)(C)C)C(=O)OC)(C)C